2-oxo-5-propyl-1,2-dihydropyridine-3-carboxamide O=C1NC=C(C=C1C(=O)N)CCC